CC1(C[C@@H](CC1)C1=NC(=NC2=NC(=C(N=C12)C)C)N1C[C@@H](OCC1)C=1C=NN(C1)C)C (S)-4-(4-((R)-3,3-dimethylcyclopentyl)-6,7-dimethylpteridin-2-yl)-2-(1-methyl-1H-pyrazol-4-yl)morpholine